6-(2-(4-(3-chlorophenoxy)piperidin-1-yl)-2-oxoethyl)pyridazin-3(2H)-one ClC=1C=C(OC2CCN(CC2)C(CC=2C=CC(NN2)=O)=O)C=CC1